2,3-Dimethylbutanoic acid CC(C(=O)O)C(C)C